N1(N=CC=C1[2H])C1=C(C=CC=C1)C(NC1=C2N=CN(C2=NC(=N1)N1CCC(CC1)N)C(C)C)([2H])[2H] N-((2-(1H-pyrazol-1-yl-5-d)phenyl)methyl-d2)-2-(4-aminopiperidin-1-yl)-9-isopropyl-9H-purin-6-amine